[(2R,3S,4R,5R)-5-{4-[(2S)-2-amino-3-methylbutanamido]pyrrolo[2,1-f][1,2,4]triazin-7-yl}-5-cyano-3,4-dihydroxyoxolan-2-yl]methyl 2-methylpropanoate CC(C(=O)OC[C@H]1O[C@@]([C@@H]([C@@H]1O)O)(C#N)C1=CC=C2C(=NC=NN21)NC([C@H](C(C)C)N)=O)C